N=C1SCC(N1C1=C(C=CC(=C1)C)C(C(F)(F)F)OC)=O 2-imino-3-(5-methyl-2-(2,2,2-trifluoro-1-methoxyethyl)phenyl)thiazolidin-4-one